FC=1C=C2C(=C3C1NC(NC31CCCCC1)=O)OC(=N2)CNCCOC 5-fluoro-2-{[(2-methoxyethyl)amino]methyl}-7,8-dihydro-6H-spiro[[1,3]oxazolo[5,4-f]quinazoline-9,1'-cyclohexan]-7-one